3-((4-methoxy-5-(pyrazolo[1,5-a]pyridin-5-yl)-7H-pyrrolo[2,3-d]pyrimidin-2-yl)amino)-1-methylcyclobutan-1-ol COC=1C2=C(N=C(N1)NC1CC(C1)(O)C)NC=C2C2=CC=1N(C=C2)N=CC1